C(C)N([C@@H]1[C@H](CCC1)OC=1C=C2CN(C(C2=CC1)=O)C1C(NC(CC1)=O)=O)CC1CCC(CC1)OC 3-(5-(((1S,2S)-2-(ethyl(((1R,4S)-4-methoxycyclohexyl)methyl)amino)cyclopentyl)oxy)-1-oxoisoindolin-2-yl)piperidine-2,6-dione